trans-benzyl 3-[[(tert-butoxy)carbonyl]amino]-4-(difluoromethyl)pyrrolidine-1-carboxylate C(C)(C)(C)OC(=O)N[C@@H]1CN(C[C@H]1C(F)F)C(=O)OCC1=CC=CC=C1